COC1=CC=C(C=N1)CNC(CC)=O N-((6-methoxypyridin-3-yl)methyl)propanamide